FC1=CC=C2C(=C(NC2=C1C=1C(=NN(C1C)C)C)C(=O)OCC)CCCOC1=CC=CC2=CC=CC=C12 ethyl 6-fluoro-3-(3-(naphthalen-1-yloxy)propyl)-7-(1,3,5-trimethyl-1H-pyrazol-4-yl)-1H-indole-2-carboxylate